9-benzyl-1-butyl-2-methoxy-1-(4-phenylbut-1-yn-1-yl)-1,2-dihydro-3H-imidazo[1,5-a]indol-3-one C(C1=CC=CC=C1)C1=C2N(C=3C=CC=CC13)C(N(C2(C#CCCC2=CC=CC=C2)CCCC)OC)=O